11-azatricyclo[6.2.1.02,7]undec-2(7),3,5-trien C12C=3C=CC=CC3C(CC1)N2